FC=1C=CC(=NC1)C1OC2=CC=CC=C2CC1 Cis-2-(5-fluoropyridin-2-yl)chromane